S1N=C(C2=C1C=CC=C2)N2CCN(CC2)CCC2CCC(CC2)(C)NC=O N-(4-(2-(4-(benzo[d]isothiazol-3-yl)piperazin-1-yl)ethyl)-1-methylcyclohexyl)carboxamide